ethyl (Z)-4-((5-chloro-2,4-difluorophenyl) amino)-4-oxobut-2-enoate ClC=1C(=CC(=C(C1)NC(\C=C/C(=O)OCC)=O)F)F